CCCCCC/C=C\\CCCCCCCC(=O)OC(CC(=O)[O-])C[N+](C)(C)C The molecule is an O-acylcarnitine having palmitoleoyl as the acyl substituent. It has a role as a metabolite. It is an O-acylcarnitine, an ammonium betaine and a carboxylic ester. It derives from a carnitine.